2,5-dimethoxy-4-bromophenylamine COC1=C(C=C(C(=C1)Br)OC)N